BrC1=CC=C(C=C1)C(CC(C[N+](=O)[O-])C1=CC=C(C=C1)CCCCCCCC)=O 1-(4-bromophenyl)-4-nitro-3-(4-octylphenyl)butan-1-one